1-(2-(5-fluoro-2-methoxyphenyl)-2-oxoethyl)-6-(methoxymethyl)-5-methyl-3-(methylamino)thieno[2,3-d]pyrimidine FC=1C=CC(=C(C1)C(CN1CN(CC2=C1SC(=C2C)COC)NC)=O)OC